P(=O)(OCCCCCCCCCC)(OCCCCCCCCN(CCCCCCCCCCC)CCCCCCCCCCC)[O-] decyl (8-(diundecylamino)octyl) phosphate